ClC=1C=C(C=CC1F)NC(=O)C1=C(N(C(=C1C)C(C(=O)NC1CCC(CC1)(F)F)=O)C)C N-(3-chloro-4-fluorophenyl)-5-(2-((4,4-difluorocyclohexyl)amino)-2-oxoacetyl)-1,2,4-trimethyl-1H-pyrrole-3-carboxamide